3-octadecyl-imidazole bromide salt [Br-].C(CCCCCCCCCCCCCCCCC)N1C=NC=C1